BrC1=CC(=C(C=C1C)NC(=O)C1=C(C=NN1C)CC=O)C N-(4-bromo-2,5-dimethylphenyl)-1-methyl-4-(2-oxoethyl)-1H-pyrazole-5-carboxamide